N,N-dibenzyl-acrylamide C(C1=CC=CC=C1)N(C(C=C)=O)CC1=CC=CC=C1